trans-N-(4-(4-chlorophenyl)-1-methylpyrrolidin-3-yl)-2,2-dimethyl-3-((3-(trifluoromethyl)pyridin-2-yl)oxy)propanamide ClC1=CC=C(C=C1)[C@H]1[C@@H](CN(C1)C)NC(C(COC1=NC=CC=C1C(F)(F)F)(C)C)=O